bis(cyclopentadienyl)bis[2,6-difluoro-3-(N,N-diacetylamino)phenyl]titanium C1(C=CC=C1)[Ti](C1=C(C(=CC=C1F)N(C(C)=O)C(C)=O)F)(C1=C(C(=CC=C1F)N(C(C)=O)C(C)=O)F)C1C=CC=C1